ClC=1C=C(C(=O)OC)C=C(C1OC)S(NC1=C(C=C(C(=C1)C1=C(C=CC=C1)CO)F)F)(=O)=O Methyl 3-chloro-5-[[2,4-difluoro-5-[2-(hydroxymethyl)phenyl]phenyl]sulfamoyl]-4-methoxy-benzoate